1-((2r,4s)-4-(4-amino-3-((1-ethyl-4,6-difluoro-2-methyl-1H-benzo[d]imidazol-5-yl)ethynyl)-1H-pyrazolo[3,4-d]pyrimidin-1-yl)-2-(methoxymethyl)pyrrolidin-1-yl)prop-2-en-1-one NC1=C2C(=NC=N1)N(N=C2C#CC2=C(C1=C(N(C(=N1)C)CC)C=C2F)F)[C@H]2C[C@@H](N(C2)C(C=C)=O)COC